OC1=NC=CC=C1C(=O)O 2-hydroxypyridine-3-carboxylic acid